C(C)(C)C1=CC=C(C=C1)NC1=CC=CC=C1 (4-isopropylphenyl)aniline